6-Chloro-1-(2,6-diethylphenyl)-7-(2-fluorophenyl)pyrido[2,3-d]pyrimidine-2,4(1H,3H)-dione ClC1=CC2=C(N(C(NC2=O)=O)C2=C(C=CC=C2CC)CC)N=C1C1=C(C=CC=C1)F